4-(2-{[(2R,7aS)-2-fluoro-hexahydropyrrolizin-7a-yl]methoxy}-5-(benzylamino)pyrido[4,3-d]pyrimidin-7-yl)-5-ethynyl-6-fluoronaphthalen-2-ol F[C@@H]1C[C@@]2(CCCN2C1)COC=1N=CC2=C(N1)C=C(N=C2NCC2=CC=CC=C2)C2=CC(=CC1=CC=C(C(=C21)C#C)F)O